3-[(1R)-1-methyl-2-(4-methyl-1,2,4-triazol-3-yl)ethyl]aniline C[C@H](CC1=NN=CN1C)C=1C=C(N)C=CC1